C(C)OC(=O)C1=C(N=C(N1O)C1=CC(=CC=C1)C#N)C1=CC=CC=C1 2-(3-cyanophenyl)-1-hydroxy-4-phenyl-1H-imidazole-5-carboxylic acid ethyl ester